BrC1=CC(=C2C(=N1)N(C=C2)CCC2=C(N)C=C(C=C2)C)C(F)(F)F 2-(2-(6-bromo-4-(trifluoromethyl)-1H-pyrrolo[2,3-b]pyridin-1-yl)ethyl)-5-methylaniline